C(OC(C(F)(F)F)C)([O-])=O methyl(2,2,2-trifluoroethyl) carbonate